2-[3'-tert-butyl-2'-hydroxy-5'-(3''-methacryloyloxypropoxy)phenyl]-5-chloro-2H-benzotriazole C(C)(C)(C)C=1C(=C(C=C(C1)OCCCOC(C(=C)C)=O)N1N=C2C(=N1)C=CC(=C2)Cl)O